rac-3-(3-chloro-4-fluoro-phenyl)-1-methyl-1-[1-[1-(1,2,4-triazol-1-yl)-4-isoquinolinyl]ethyl]urea ClC=1C=C(C=CC1F)NC(N([C@H](C)C1=CN=C(C2=CC=CC=C12)N1N=CN=C1)C)=O |r|